3-mercapto-2-methylpropyl-(diethoxymethylsilane) SCC(C[SiH2]C(OCC)OCC)C